1,3,5-triazido-methyl-benzene N(=[N+]=[N-])C1=C(C(=CC(=C1)N=[N+]=[N-])N=[N+]=[N-])C